FC1=C(C=CC(=C1)OC1=NC=CC=C1)C=1C=C2C=NC=NC2=C(C1)C=1C=C(C=CC1)NC(C=C)=O N-(3-(6-(2-fluoro-4-(pyridin-2-yloxy)phenyl)quinazolin-8-yl)phenyl)acrylamide